3-(3-(4-amino-7-chloro-3-((3-methoxy-5-(trifluoromethyl)phenyl)ethynyl)-1H-pyrazolo[4,3-c]pyridin-1-yl)pyrrolidin-1-yl)prop-2-en-1-one NC1=NC=C(C2=C1C(=NN2C2CN(CC2)C=CC=O)C#CC2=CC(=CC(=C2)C(F)(F)F)OC)Cl